COC(=O)C1=C(C=CC=C1)NC(C)C1=C2CN(C(C2=CC(=C1)C)=O)C1CC2CCC(C1)N2C(=O)[O-] 3-(4-(1-((2-(methoxycarbonyl)phenyl)amino)ethyl)-6-methyl-1-oxoisoindolin-2-yl)-8-azabicyclo[3.2.1]octane-8-carboxylate